2-bromo-7-(3-fluoroazetidin-1-yl)pyrazolo[1,5-a]pyrimidine-5-carboxylic acid BrC1=NN2C(N=C(C=C2N2CC(C2)F)C(=O)O)=C1